gamma-aminopropyl-triethoxytertiary butyl-dimethyl-silicon NCCC[Si](C(OCC)(OCC)OCC)(C)C(C)(C)C